(1-(2-bromo-6-methoxy-5-(3-methoxypropoxy)pyridin-3-yl)-3-methylbutan-2-yl)carbamic acid tert-butyl ester C(C)(C)(C)OC(NC(CC=1C(=NC(=C(C1)OCCCOC)OC)Br)C(C)C)=O